pyridooxazolidine O1CNC2=C1C=CC=N2